C(C)(C)(C)OC(=O)N1C[C@H](C([C@H](C1)C)(F)F)O (3R,5S)-4,4-difluoro-3-hydroxy-5-methylpiperidine-1-carboxylic acid tert-butyl ester